5-(tert-butyl)-N-(4-(6-(4-(5-(4-((2,6-dioxopiperidin-3-yl)oxy)benzamido)pentanoyl)piperazin-1-yl)pyrrolo[2,1-f][1,2,4]triazin-4-yl)-2-methylbenzyl)-1,2,4-oxadiazole-3-carboxamide C(C)(C)(C)C1=NC(=NO1)C(=O)NCC1=C(C=C(C=C1)C1=NC=NN2C1=CC(=C2)N2CCN(CC2)C(CCCCNC(C2=CC=C(C=C2)OC2C(NC(CC2)=O)=O)=O)=O)C